(R)-N-(5-((4-(3-(3,5-difluorophenyl)isoxazolidin-2-yl)-1,3,5-triazine-2-yl)amino)-4-methoxy-2-(4-methylpiperazin-1-yl)phenyl)acrylamide FC=1C=C(C=C(C1)F)[C@@H]1N(OCC1)C1=NC(=NC=N1)NC=1C(=CC(=C(C1)NC(C=C)=O)N1CCN(CC1)C)OC